4-(6-(6-((5-fluoro-6-methoxypyridin-3-yl)methyl)-3,6-diazabicyclo[3.1.1]heptan-3-yl)pyridin-3-yl)pyrazolo[1,5-a]pyridin-3-carbonitrile FC=1C=C(C=NC1OC)CN1C2CN(CC1C2)C2=CC=C(C=N2)C=2C=1N(C=CC2)N=CC1C#N